2,8-Di-hydroxyquinoline OC1=NC2=C(C=CC=C2C=C1)O